FC1(OC2=C(O1)C=CC(=C2)C2(CC2)C(=O)NC2=CC=C(C(=N2)C=2C=C(C(=O)NCCCCCCCCC(=O)O)C=CC2)C)F 9-(3-(6-(1-(2,2-difluorobenzo[d][1,3]dioxol-5-yl)cyclopropane-1-carboxamido)-3-methylpyridin-2-yl)benzamido)nonanoic acid